lead methylamine CN.[Pb]